C(CCCCCCC)(=O)OC(CCCCCCCC)CCCCCCCC octanoic acid, 1-octylnonyl ester